2-[(2-chloroacetyl)-[2-(3-fluorophenyl)ethyl]amino]-N-cyclohexyl-2-(3-pyridinyl)acetamide ClCC(=O)N(C(C(=O)NC1CCCCC1)C=1C=NC=CC1)CCC1=CC(=CC=C1)F